E-2-methyl-but-2-endicarboxylic acid C/C(/C(C(=O)O)C(=O)O)=C\C